C1(CC1)C1=C(C=C(C(=O)O)C=C1)S(NC1=C(C=CC(=C1)C=1C=NSC1C)C1=CC(=CC=C1)F)(=O)=O 4-cyclopropyl-3-(N-(3'-fluoro-4-(5-methylisothiazol-4-yl)-[1,1'-biphenyl]-2-yl)sulfamoyl)benzoic acid